C(=O)O.N[C@H](C(=O)NCCNC(C1=C(C=C(C=C1)NC=1C=2N(C=CN1)C(=CN2)C=2C(=NNC2)C(F)(F)F)CC)=O)CNC(=N)N N-[2-[[(2S)-2-amino-3-carbamimidamidopropanoyl]amino]ethyl]-2-ethyl-4-[[3-[3-(trifluoromethyl)-1H-pyrazol-4-yl]imidazo[1,2-a]pyrazin-8-yl]amino]benzamide formate